Pyrazolo[1,5-a][1,3,5]Triazine-4,8-diamine N=1C=2N(C(=NC1)N)N=CC2N